2-chloro-N1-(3-isopropylphenyl)-5-methylbenzene-1,3-diamine ClC1=C(C=C(C=C1N)C)NC1=CC(=CC=C1)C(C)C